4-(4-(4-(2,6-Difluorobenzyl)-5-oxo-4,5-dihydro-1H-1,2,4-triazol-1-yl)-2-fluorophenoxy)oxazole-5-carboxylic acid ethyl ester C(C)OC(=O)C1=C(N=CO1)OC1=C(C=C(C=C1)N1N=CN(C1=O)CC1=C(C=CC=C1F)F)F